C(C)C(CC(C(=O)O)=C)CCCC.C(C=C)(=O)OCCCCCC(C)C iso-octyl acrylate (2-ethyl hexyl acrylate)